C(C)(=O)O.CC=1C(NC(NC1)=O)=O 5-methylpyrimidine-2,4(1H,3H)-dione acetate